S(=O)(=O)([O-])[O-].[Yb+3].S(=O)(=O)([O-])[O-].S(=O)(=O)([O-])[O-].[Yb+3] ytterbium sulfate